C(C)OC1=CN=CC(=N1)C=1C=CC(=NC1)NC(=O)C1CCC2(OCCO2)CC1 N-(5-(6-ethoxypyrazin-2-yl)pyridin-2-yl)-1,4-dioxaspiro[4.5]decane-8-carboxamide